bis(aziridin-1-yl)phosphinic acid 4-(4-(5-fluoropyrimidin-2-yl) phenoxy)-5-nitro-2,3-dihydro-1H-inden-1-yl ester FC=1C=NC(=NC1)C1=CC=C(OC2=C3CCC(C3=CC=C2[N+](=O)[O-])OP(=O)(N2CC2)N2CC2)C=C1